FC1=C(C=C(C(=C1O)O)OC)C1=NC2=C(N1C1(COC1)C)C=CC(=C2)NC(C2=CN=CC=C2)=O N-(2-(2-fluoro-3,4-dihydroxy-5-methoxyphenyl)-1-(3-methyloxetan-3-yl)-1H-benzo[d]imidazol-5-yl)nicotinamide